FC=1C=C(C=C(C1)N(C1=CC=CC=C1)C1=CC=CC=C1)N(C1=CC=CC=C1)C1=CC=CC=C1 5-fluoro-N1,N1,N3,N3-tetraphenylbenzene-1,3-diamine